phenoxy(phenoxide) O(C1=CC=CC=C1)C1=C([O-])C=CC=C1